[2-(3-ethylsulfonyl-2-pyridinyl)-1,3-benzoxazol-5-yl]-imino-oxo-(trifluoromethyl)-λ6-sulfane C(C)S(=O)(=O)C=1C(=NC=CC1)C=1OC2=C(N1)C=C(C=C2)S(C(F)(F)F)(=O)=N